C(C)(C)(C)OC(=O)N[C@@H](C(C)C)C(=O)O[C@@H]1[C@H](O[C@@]([C@@H]1O)(C#N)C1=CC=C2C(=NC=NN21)NC(CCC)=O)COC(CC2=CC=CC=C2)=O (2R,3S,4R,5R)-5-(4-butyramidopyrrolo[2,1-f][1,2,4]triazin-7-yl)-5-cyano-4-hydroxy-2-((2-phenylacetoxy)methyl)tetrahydrofuran-3-yl (tert-butoxycarbonyl)-L-valinate